ethyl 2-(3,6-dioxo-4-phenoxy-3,6-dihydropyridazin-1(2H)-yl)acetate O=C1NN(C(C=C1OC1=CC=CC=C1)=O)CC(=O)OCC